ClC1=CC(=C(C=C1)C12CC(C1)(C2)C2CNC2)S(=O)(=O)C 3-[3-(4-Chloro-2-methylsulfonyl-phenyl)-1-bicyclo[1.1.1]pentanyl]azetidine